ClC=1C=C(C(=O)N(C)OC)C=CC1F 3-chloro-4-fluoro-N-methoxy-N-methylbenzamide